3-cyclopropyl-1-methylaziridine-2-carboxylate C1(CC1)C1C(N1C)C(=O)[O-]